3-(2,5-dioxopyrrol-1-yl)-N-(2-hydroxyethyl)propionamide O=C1N(C(C=C1)=O)CCC(=O)NCCO